BrC=1C=C2C(NC(=NC2=C(C1)C)CCl)=O 6-Bromo-2-(chloromethyl)-8-methylquinazolin-4(3H)-one